3-(4-(2,5-Diazabicyclo[2.2.2]octan-2-yl)-8-fluoro-2-(((2R,7aS)-2-fluorotetrahydro-1H-pyrrolizin-7a(5H)-yl-2,5,5-d3)methoxy)pyrido[4,3-d]pyrimidin-7-yl)-5-chloro-4-cyclobutylphenol C12N(CC(NC1)CC2)C=2C1=C(N=C(N2)OC[C@]23CCC(N3C[C@](C2)([2H])F)([2H])[2H])C(=C(N=C1)C=1C=C(C=C(C1C1CCC1)Cl)O)F